C(C)(C)(C)OC(=O)N1C(CC(CC1)=O)C methyl-4-oxopiperidine-1-carboxylic acid tert-butyl ester